[Si](C1=CC=CC=C1)(C1=CC=CC=C1)(C(C)(C)C)OCC(C(=O)Cl)(C)C ((tert-butyldiphenylsilyl)oxy)-2,2-dimethylpropanoyl chloride